4-((2s,5r)-2,5-dimethylpiperazin-1-yl)-5-(2-fluorophenyl)-7-(1-methyl-1H-pyrazol-4-yl)-7H-pyrrolo[2,3-d]pyrimidine C[C@@H]1N(C[C@H](NC1)C)C=1C2=C(N=CN1)N(C=C2C2=C(C=CC=C2)F)C=2C=NN(C2)C